4-[(2R,4R)-1-[(benzyloxy)carbonyl]-4-cyclopropanesulfonylaminopiperidin-2-yl]benzoic acid C(C1=CC=CC=C1)OC(=O)N1[C@H](C[C@@H](CC1)NS(=O)(=O)C1CC1)C1=CC=C(C(=O)O)C=C1